4-(tert-butyl)-N-((4-aminophenyl)thiocarbamoyl)benzamide C(C)(C)(C)C1=CC=C(C(=O)NC(NC2=CC=C(C=C2)N)=S)C=C1